(E)-2-(2-hydroxymethyl-phenyl)-methoxyiminoacetic acid sodium [Na].OCC1=C(C=CC=C1)\C(\C(=O)O)=N/OC